FC1CCN(CC1)C(C)=O 1-(4-fluoropiperidin-1-yl)ethan-1-one